trans-3-ethylpiperidine-1,4-dicarboxylic acid 1-(tert-butyl) ester 4-ethyl ester C(C)OC(=O)[C@H]1[C@@H](CN(CC1)C(=O)OC(C)(C)C)CC